CC=1OC(=C(N1)C)C(=O)N 2,4-dimethyl-oxazole-5-carboxamide